BrC=1C=CC(=NC1C)C=1C(=C(C=CC1)S(=O)(=O)N)Cl (5-bromo-6-methylpyridin-2-yl)-2-chlorobenzenesulfonamide